CN(CCCNC=O)C N-[3-(dimethyl-amino)propyl]formamide